FC(CCOC1=CC(=C(C(=C1)F)C=NC1=CC2=C(N(C=N2)COCC[Si](C)(C)C)C=C1)F)F 1-(4-(3,3-difluoropropoxy)-2,6-difluorophenyl)-N-(1-((2-(trimethylsilyl)ethoxy)methyl)-1H-benzo[d]imidazol-5-yl)methanimine